5,6-dihydropyridazine-1(4H)-carboxamide N1(N=CCCC1)C(=O)N